[1-[6-(trifluoromethyl)pyridin-3-yl]ethyl]methyl-(oxy)-λ4-mercaptocyanamide FC(C1=CC=C(C=N1)C(C)[SH2]N(C#N)OC)(F)F